BrC1=NC=2C(CCCC2C=C1)(C)NC(C)=O N-(2-bromo-8-methyl-5,6,7,8-tetrahydroquinolin-8-yl)acetamide